N-t-Butoxycarbonyl-leucinoamide C(C)(C)(C)OC(=O)NC([C@@H](N)CC(C)C)=O